3-(1-Oxo-7-(4-(piperidin-4-ylmethyl)piperazin-1-yl)isoindolin-2-yl)piperidine-2,6-dione O=C1N(CC2=CC=CC(=C12)N1CCN(CC1)CC1CCNCC1)C1C(NC(CC1)=O)=O